[N+](=[N-])=CC(F)(F)S(=O)(=O)C1=CC=CC=C1 (2-diazo-1,1-difluoroethyl)-sulfonyl-benzene